C(C)(C)(C)ON=C1CCCCCC[C@@](C2=NN=C(C3=C(C=C(C1=N3)C(F)(F)F)NC(OC(C)(C)C)=O)O2)(C(F)(F)F)O tert-Butyl N-[(6R)-13-tert-butoxyimino-6-hydroxy-6,15-bis(trifluoromethyl)-19-oxa-3,4,18-triazatricyclo[12.3.1.12,5]nonadeca-1(17),2,4,14(18),15-pentaen-17-yl]carbamate